2,2',2''-(10-(4-((2-(5-(1,2-dithiolan-3-yl)pentanamido)ethyl)amino)-1-carboxy-4-oxobutyl)-1,4,7,10-tetraazacyclododecane-1,4,7-triyl)triacetic acid S1SC(CC1)CCCCC(=O)NCCNC(CCC(C(=O)O)N1CCN(CCN(CCN(CC1)CC(=O)O)CC(=O)O)CC(=O)O)=O